(S)-5-(1-(2-fluorophenyl)ethyl)-3-(((3-chloropyridin-2-yl)methyl)amino)-4H-benzo[e][1,2,4]thiadiazine 1,1-dioxide FC1=C(C=CC=C1)[C@@H](C)C1=CC=CC2=C1NC(=NS2(=O)=O)NCC2=NC=CC=C2Cl